NC1=C(C=CC(=C1)F)NC(CCCCC(=O)NC1=CC=2CC\C(\C(C2C=C1)=O)=C/C1=CC(=CC(=C1)C(F)(F)F)C(F)(F)F)=O (E)-N1-(2-amino-4-fluorophenyl)-N6-(6-(3,5-bis(trifluoromethyl)benzylidene)-5-oxo-5,6,7,8-tetrahydronaphthalen-2-yl)hexanediamide